(8-fluoro-1-methyl-2,4-dioxo-3-(2-(trifluoromethyl)benzyl)-1,2,3,4-tetrahydroquinazolin-5-yl)-5-hydroxypicolinamide FC=1C=CC(=C2C(N(C(N(C12)C)=O)CC1=C(C=CC=C1)C(F)(F)F)=O)C=1C(=NC=C(C1)O)C(=O)N